NC1=C(C(N(C2=CC(=CC=C12)Cl)C1=CC(=CC=C1)C)=O)C#N 4-amino-7-chloro-1-(3-methylphenyl)-2-oxo-1,2-dihydroquinolin-3-carbonitrile